trimethyl-propane trimethacrylate C(C(=C)C)(=O)O.C(C(=C)C)(=O)O.C(C(=C)C)(=O)O.CC(CC)(C)C